N-((S)-2,2-dicyclopropyl-1-(5-(((S)-2-oxo-4-(trifluoro-methyl)imidazolidin-1-yl)methyl)benzo[d]oxazol-2-yl)ethyl)-2-methyl-2-phenylpropanamide C1(CC1)C([C@@H](C=1OC2=C(N1)C=C(C=C2)CN2C(N[C@@H](C2)C(F)(F)F)=O)NC(C(C)(C2=CC=CC=C2)C)=O)C2CC2